2-bromo-9-(1H-imidazol-1-yl)benzo[4,5]imidazo[1,2-a]pyridine BrC=1C=CC=2N(C1)C1=C(N2)C=CC=C1N1C=NC=C1